C(C=C)C1(C(CCC1)=O)C(=O)OCC ethyl 1-allyl-2-oxocyclopentane-1-carboxylate